Dimethoxyethyl-Vinylsilane COC(C[SiH2]C=C)OC